2-(2-(4-aminopyrrolo[2,1-f][1,2,4]triazin-7-yl)acetyl)-N-(6-bromopyridin-2-yl)-2-azabicyclo[3.1.0]hexane-3-carboxamide NC1=NC=NN2C1=CC=C2CC(=O)N2C1CC1CC2C(=O)NC2=NC(=CC=C2)Br